(carbonyl)rhodium hydride C(=O)=[RhH]